3-(3-Methyl-2-oxo-4-(4-oxo-4-(piperazin-1-yl)butyl)-2,3-dihydro-1H-benzo[d]imidazol-1-yl)piperidine-2,6-dione CN1C(N(C2=C1C(=CC=C2)CCCC(N2CCNCC2)=O)C2C(NC(CC2)=O)=O)=O